F[SiH2]N1CCOC2=C1C=CC=C2 N-(fluorosilyl)benzomorpholine